C1(CC1)N1N=NC=C1C=1C=C(C=NC1)N1N=C(C=C(C1=O)[2H])C(=O)O 1-[5-(3-Cyclopropyltriazol-4-yl)-3-pyridyl]-5-deuterio-6-oxo-pyridazine-3-carboxylic acid